(2-(9-oxo-2-(trifluoromethyl)-9H-indeno[2,1-d]pyrimidine-7-carboxamido) ethyl) carbamate C(N)(OCCNC(=O)C1=CC=2C(C=3N=C(N=CC3C2C=C1)C(F)(F)F)=O)=O